C(C)N1C(C2=C(C=C1C(F)(F)F)N=C(N2C)C2=C(C=C(C=N2)C2(CC2)C#N)SCC)=O 1-[6-[5-ethyl-3-methyl-4-oxo-6-(trifluoromethyl)imidazo[4,5-c]pyridin-2-yl]-5-ethylsulfanyl-3-pyridyl]cyclopropanecarbonitrile